ClC1=C(C(=O)NC2=NC(=CC=C2)C(=C2CCN(CC2)C)F)C=CC=C1 chloro-N-(6-(fluoro(1-methylpiperidin-4-ylidene)methyl)pyridin-2-yl)benzamide